[Si](C)(C)(C(C)(C)C)OCCCC=1N=C(C=NC1)N1CCC1 5-(E)-[3-[(tert-butyldimethylsilyl)oxy]propyl]-3-(azetidin-1-yl)-pyrazin